(2-Chloropyridin-3-yl)-4-methylpiperazine ClC1=NC=CC=C1N1CCN(CC1)C